tert-butyl (S)-5-(2-((tert-butoxycarbonyl)amino)-2-methylpropyl)-2-oxopiperidine-1-carboxylate C(C)(C)(C)OC(=O)NC(C[C@@H]1CCC(N(C1)C(=O)OC(C)(C)C)=O)(C)C